N[C@@H](CC1=CC(I)=C(C(I)=C1)OC1=CC(I)=C(C=C1)O)C(=O)O Tri-Iodothyronin